Cl.N1=CC(=CC=C1)CCC=1SC(=CN1)C=NO 2-(2-(pyridin-3-yl)ethyl)thiazole-5-carbaldehyde oxime hydrochloride